CC1=C(C=NC=C1)C1=CC=C2CCNC(C2=C1)=O 7-(4-Methylpyridin-3-yl)-3,4-dihydroisoquinolin-1(2H)-one